2-((6-((5-chloro-2-(4-(2-((3-(2,6-dioxopiperidin-3-yl)phenyl)amino)ethyl)piperidin-1-yl)pyrimidin-4-yl)amino)-1-methyl-2-oxo-1,2-dihydroquinolin-3-yl)oxy)-N-methylacetamide ClC=1C(=NC(=NC1)N1CCC(CC1)CCNC1=CC(=CC=C1)C1C(NC(CC1)=O)=O)NC=1C=C2C=C(C(N(C2=CC1)C)=O)OCC(=O)NC